4-(2,6-dimethyl-4-benzoylphenylthio)phenylbis(4-chlorophenyl)sulfonium hexafluoroantimonate F[Sb-](F)(F)(F)(F)F.CC1=C(C(=CC(=C1)C(C1=CC=CC=C1)=O)C)SC1=CC=C(C=C1)[S+](C1=CC=C(C=C1)Cl)C1=CC=C(C=C1)Cl